N1=NC(=NN=C1)C1=CC=C(C=C1)CC(=O)O 2-(4-(1,2,4,5-tetrazin-3-yl)phenyl)acetic acid